O[C@@H]1C[C@H](CC1)C(=O)OCC1=CC=CC=C1 trans-benzyl 3-hydroxycyclopentane-1-carboxylate